8-{3-Fluorobicyclo[1.1.1]pentan-1-yl}-5-methyl-2-[(6-methyl-2H-1,3-benzodioxol-5-yl)amino]-5,6,7,8-tetrahydropteridin-6-one FC12CC(C1)(C2)N2CC(N(C=1C=NC(=NC21)NC2=CC1=C(OCO1)C=C2C)C)=O